4-(3-nitrophenyl)nicotinic acid [N+](=O)([O-])C=1C=C(C=CC1)C1=CC=NC=C1C(=O)O